ClC1=C(C=C(C=C1)C1=C(C=CC(=C1)F)C1=NC(=NO1)C1=CC=C(C=C1)C=1N(C=C(N1)C(F)(F)F)C)F 5-(4'-chloro-3',5-difluoro-[1,1'-biphenyl]-2-yl)-3-(4-(1-methyl-4-(trifluoromethyl)-1H-imidazol-2-yl)phenyl)-1,2,4-oxadiazole